[Si](C)(C)(C(C)(C)C)OC=1C=C(C(=O)Cl)C=C(C1)O[Si](C)(C)C(C)(C)C 3,5-bis(tert-butyldimethylsilyloxy)benzoyl chloride